C1(CC1)C1=CC=C(C=C1)[C@H](C)NC(=O)O[C@@H](C(=O)OC(C)C)CN1N=CN=C1 Propan-2-yl (2R)-2-({[(1S)-1-(4-cyclopropylphenyl)ethyl]carbamoyl}oxy)-3-(1H-1,2,4-triazol-1-yl)propanoate